N-(4-tert-butylphenyl)-[1,2,4]triazolo[4,3-a]pyridin-3-amine C(C)(C)(C)C1=CC=C(C=C1)NC1=NN=C2N1C=CC=C2